7-(8-chloro-7-fluoronaphthalen-1-yl)-8-fluoro-N-((3-fluoroazetidin-3-yl)methyl)-2-(((2R,7aS)-2-fluorohexahydro-1H-pyrrolizin-7a-yl)methoxy)-N-methylpyrido[4,3-d]pyrimidin-4-amine ClC=1C(=CC=C2C=CC=C(C12)C1=C(C=2N=C(N=C(C2C=N1)N(C)CC1(CNC1)F)OC[C@]12CCCN2C[C@@H](C1)F)F)F